IC1=NN(C=2CCCCC12)C(=O)OC(C)(C)C 2-methylpropan-2-yl 3-iodo-4,5,6,7-tetrahydroindazole-1-carboxylate